[Cl-].C[N+](CCC[SiH2]OC)(CCCCCCCCCCCCCCCCCC)C dimethyl-octadecyl-[3-(methoxylsilyl)propyl]ammonium chloride